CC1=CC=C(C=C1)C(=O)N p-toluenemethaneamide